Dimethylamino-1-(4-morpholinophenyl)-1-butanone CN(C)C(C(=O)C1=CC=C(C=C1)N1CCOCC1)CC